C1(CC1)C(=O)N1CCCC2=CC(=CC=C12)C1=CN=CC=2[C@@H](CCCC12)NC(CC)=O (R)-N-(4-(1-(cyclopropanecarbonyl)-1,2,3,4-tetrahydroquinolin-6-yl)-5,6,7,8-tetrahydroisoquinolin-8-yl)propanamide